Tricyclo[6.2.1.02,7]Undecane C12C3CCCCC3C(CC1)C2